CCCCCCCCCCCCCCCC(=O)OC[C@H](COP(=O)([O-])OC1[C@@H]([C@H](C([C@H]([C@H]1O)O)OP(=O)([O-])[O-])O)O)OC(=O)CCCCCCCCCCCCCCC The molecule is a 1-phosphatidyl-1D-myo-inositol 4-phosphate(3-) in which the phosphatidyl acyl groups at positions 1 and 2 are both specified as hexadecanoyl (palmitoyl). It is a conjugate base of a 1,2-dihexadecanoyl-sn-glycero-3-phospho-(1D-myo-inositol-4-phosphate).